BrC=1C(N(C=C2C1N=C(N=C2N[C@H](C)C2=C(C(=CC=C2)C(F)F)F)C)C2(CC2)CF)=O (R)-8-bromo-4-((1-(3-(difluoromethyl)-2-fluorophenyl)ethyl)amino)-6-(1-(fluoromethyl)cyclopropyl)-2-Methylpyrido[4,3-d]pyrimidin-7(6H)-one